4-(benzylamino)-1-isocyanatobicyclo[2.2.2]octan-2-one C(C1=CC=CC=C1)NC12CC(C(CC1)(CC2)N=C=O)=O